[C@H]12CC(C[C@H](CC1)N2)OC2=CC=C1C(=N2)OCC=2C=C(C=CC21)C=2C=NNC2 3-(((1R,3s,5S)-8-azabicyclo[3.2.1]octan-3-yl)oxy)-8-(1H-pyrazol-4-yl)-6H-isochromeno[3,4-b]pyridine